tert-butyl 3-(1,4-dioxan-2-yl)azetidine-1-carboxylate O1C(COCC1)C1CN(C1)C(=O)OC(C)(C)C